BrC1=C(C=C(C=C1F)N1C=NN(C1=O)C\C(\CNC(OC(C)(C)C)=O)=C/F)F tert-butyl (Z)-(2-((4-(4-bromo-3,5-difluorophenyl)-5-oxo-4,5-dihydro-1H-1,2,4-triazol-1-yl)methyl)-3-fluoroallyl)carbamate